trans-2-(2-bromo-6-chloropyridin-4-yl)-3-methylpiperazine bishydrochloride Cl.Cl.BrC1=NC(=CC(=C1)[C@@H]1NCCN[C@H]1C)Cl